(4S,7S)-16-heptyl-4-isobutyl-N7-methoxy-N7,N9,N9-trimethyl-2,5-dioxo-1-oxa-3,6-diazacyclohexadecane-7,9-dicarboxamide C(CCCCCC)C1CCCCCCC(C[C@H](NC([C@@H](NC(O1)=O)CC(C)C)=O)C(=O)N(C)OC)C(=O)N(C)C